(E)-1-bromo-3,4-DIMETHYLPENT-2-ene BrC\C=C(\C(C)C)/C